FC=1C=2N(C=C(C1)C1=CC3=C(N=C(S3)C3CCNCC3)C=C1)C=C(N2)C 6-(8-Fluoro-2-methylimidazo[1,2-a]pyridin-6-yl)-2-(piperidin-4-yl)-1,3-benzothiazol